COC1=CC=C(CN2C(=NC(=C2)C(=O)O)C(F)(F)F)C=C1 1-(4-methoxybenzyl)-2-(trifluoromethyl)-1H-imidazole-4-carboxylic acid